CN1C(N(C=C1)C)=NC1=C(C=CC=C1)C=NC 1,3-dimethyl-N-(2-((methylimino)methyl)phenyl)-1,3-dihydro-2H-imidazole-2-imine